8-[3-methyl-1-(oxetan-3-yl)-1H-pyrazolo[3,4-b]pyrazin-6-yl]-2-[6-methyl-2-(trifluoromethyl)pyrimidin-4-yl]-2,8-diazaspiro[4.5]decan-3-one CC1=NN(C2=NC(=CN=C21)N2CCC1(CC(N(C1)C1=NC(=NC(=C1)C)C(F)(F)F)=O)CC2)C2COC2